4-(2-(4-(trifluoromethyl)phenoxy)acetyl)piperazin FC(C1=CC=C(OCC(=O)N2CCNCC2)C=C1)(F)F